4-((3-(4-methylpiperazin-1-yl)propyl)amino)-1H-pyrrolo[3,2-c][1,6]naphthyridine-2-carboxylic acid CN1CCN(CC1)CCCNC1=NC=2C=CN=CC2C2=C1C=C(N2)C(=O)O